1-[(Tetrahydro-2H-pyran-2-yl)oxy]-2-propanone O1C(CCCC1)OCC(C)=O